C(C)N([C@H](CC1=CC=C(C=C1)O)C(=O)O)S(=O)(=O)C=1C=C2C(NC(NC2=CC1)=O)=O ethyl-N-((2,4-dioxo-1,2,3,4-tetrahydroquinazolin-6-yl)sulfonyl)-D-tyrosine